FC1=C(N=CC2=C1N=C(N=C2N2CC1CCC(C2)N1C(=O)OC(C)(C)C)OCC1(CC1)CO)C1=C2C=NNC2=CC=C1C tert-butyl 3-(8-fluoro-2-((1-(hydroxymethyl) cyclopropyl) methoxy)-7-(5-methyl-1H-indazol-4-yl) pyrido[4,3-d]pyrimidin-4-yl)-3,8-diazabicyclo[3.2.1]octane-8-carboxylate